tetraethyl ((4-hydroxybutanamido)-methylene)bis(phosphonate) OCCCC(=O)NC(P(OCC)(OCC)=O)P(OCC)(OCC)=O